4,4,5,5-Tetramethyl[1,3,2]dioxaborolane CC1(OBOC1(C)C)C